hydroxy-2-mercaptopropionic acid OC(C(=O)O)(C)S